tert-Butyl 4-(pyridin-2-ylmethoxy)phenethylcarbamate N1=C(C=CC=C1)COC1=CC=C(CCNC(OC(C)(C)C)=O)C=C1